ClC1=CC(=C(C=C1)N1N=NC(=C1)CO)C1=NC=NC(=C1)OC {1-[4-chloro-2-(6-methoxypyrimidin-4-yl)phenyl]-1H-1,2,3-triazol-4-yl}methanol